Cl.FC=1C=C(C=CC1C(C)C)CN (3-Fluoro-4-isopropylphenyl)methanamine hydrochloride